N-cyclopropyl-5-[2-(morpholin-4-yl)-8-(1H-pyrazol-5-yl)-1,7-naphthyridin-4-yl]pyrimidin-2-amine C1(CC1)NC1=NC=C(C=N1)C1=CC(=NC2=C(N=CC=C12)C1=CC=NN1)N1CCOCC1